pyrimidinediamine Nitric Acid Salt [N+](=O)(O)[O-].N1=C(N=C(C=C1)N)N